C(C)OC=1C(=NC=CC1)OC=1C=C(C=NC1)C1=NC=C(C=N1)C(=O)N[C@@H]1CNC[C@H](C1)F 2-{5-[(3-ethoxypyridin-2-yl)oxy]pyridin-3-yl}-N-[(3s,5s)-5-fluoropiperidin-3-yl]pyrimidine-5-carboxamide